CN1C=C(C2=CC(=CC=C12)CCNC1=CC(=NC=N1)C1=CC(=CS1)OCC)C 5-{6-[2-(1,3-Dimethyl-1H-indol-5-yl)-ethylamino]-pyrimidin-4-yl}-3-ethoxy-thiophene